3-(trifluoromethyl)-6,7-dihydro-5H-cyclopenta[c]pyridine-6-carboxylic acid FC(C1=CC2=C(C=N1)CC(C2)C(=O)O)(F)F